COC(C1=CC(=C(C=C1)C#N)O)=O.C12CN(CC2C1)C1=C2C=C(N=CC2=CC(=N1)C1=C(C(=CC(=C1Cl)OC)OC)Cl)N[C@H]1[C@H](COC1)NC(C=C)=O N-((3R,4S)-4-((5-(3-azabicyclo[3.1.0]hexan-3-yl)-7-(2,6-dichloro-3,5-dimethoxy-phenyl)-2,6-naphthyridin-3-yl)amino)tetrahydrofuran-3-yl)acrylamide methyl-4-cyano-3-hydroxy-benzoate